(S)-4,5,6,7-tetrahydro-2-benzothiophen-5-amine C=1SC=C2C1CC[C@@H](C2)N